N-(3-(4-(1H-pyrrolo[2,3-b]pyridin-5-yl)phenyl)propyl)pyrimidine-5-carboxamide N1C=CC=2C1=NC=C(C2)C2=CC=C(C=C2)CCCNC(=O)C=2C=NC=NC2